OC(C)(C)[C@@H]1CN(CCC1)C=1C=CC(=NC1)NC=1C=CC(=C2CNC(C12)=O)C1=CN=C2N1C=CN=C2 (S)-7-((5-(3-(2-hydroxypropan-2-yl)piperidin-1-yl)pyridin-2-yl)amino)-4-(imidazo[1,2-a]pyrazin-3-yl)isoindolin-1-one